(S)-(2-chloro-6-methylpyridin-4-yl)(6-methyl-1-(pyrimidin-2-yl)-1,4,6,7-tetrahydro-5H-[1,2,3]triazolo[4,5-c]pyridin-5-yl)methanone ClC1=NC(=CC(=C1)C(=O)N1CC2=C(C[C@@H]1C)N(N=N2)C2=NC=CC=N2)C